[Si](C)(C)(C(C)(C)C)O[C@H]1CO[C@H]([C@@H](C1)O[Si](C)(C)C(C)(C)C)C (2R,3R,5R,6s)-3,5-bis((tert-butyldimethylsilyl)oxy)-6-methyltetrahydro-pyran